(2S,3R,4S,5S,6S)-6-carboxy-3,4,5-trihydroxytetrahydro-2H-pyran C(=O)(O)[C@@H]1[C@H]([C@H]([C@@H](CO1)O)O)O